((1R,5S)-3,8-diazabicyclo[3.2.1]octan-3-yl)-8-fluoro-2-((hexahydro-1H-pyrrolizin-7a-yl)methoxy)-7-(2-methoxyphenyl)pyrido[4,3-d]pyrimidine [C@H]12CN(C[C@H](CC1)N2)C=2C1=C(N=C(N2)OCC23CCCN3CCC2)C(=C(N=C1)C1=C(C=CC=C1)OC)F